[N+](=O)([O-])C1=C(C=CC(=C1)OC(F)(F)F)C(=O)N1CCC(=CC1)C1=C2C(=NC=C1)NC(=N2)CC2COC2 [2-nitro-4-(trifluoromethoxy)phenyl]-[4-[2-(oxetan-3-ylmethyl)-3H-imidazo[4,5-b]pyridin-7-yl]-3,6-dihydro-2H-pyridin-1-yl]methanone